C([C@H]([C@@H]([C@H]([C@H](C=O)O)O)O)O)O The molecule is the open chain form of D-gulose. It is a D-gulose and an aldehydo-gulose. It is an enantiomer of an aldehydo-L-gulose.